ClC=1C(=C(C=2C(=C(SN2)N2[C@@H](CN(CC2)C(C=C)=O)C)C1)F)C1=CC(=CC2=CC=CC=C12)O 1-((3R)-4-(5-chloro-7-fluoro-6-(3-hydroxy-1-naphthalenyl)-2,1-benzothiazol-3-yl)-3-methyl-1-piperazinyl)-2-propen-1-one